rac-methyl (1S,2R,4S)-2-(((benzyloxy)carbonyl)amino)-4-hydroxy-cyclopentanecarboxylate C(C1=CC=CC=C1)OC(=O)N[C@H]1[C@H](C[C@@H](C1)O)C(=O)OC |r|